(S)-3-((6-((trimethylsilyl)ethynyl)pyridin-3-yl)oxy)pyrrolidine-1-carboxylic acid tert-butyl ester C(C)(C)(C)OC(=O)N1C[C@H](CC1)OC=1C=NC(=CC1)C#C[Si](C)(C)C